(6-(5H-imidazo[5,1-a]isoindol-5-yl)pyridin-2-yl)methanol C=1N=CN2C1C1=CC=CC=C1C2C2=CC=CC(=N2)CO